CC1(OB(OC1(C)C)C=1C=NN2C1C=CC(=C2)O)C 3-(4,4,5,5-tetramethyl-1,3,2-dioxaborolan-2-yl)pyrazolo[1,5-a]pyridin-6-ol